CNC(=O)C1=NC(=CC(=N1)C)NC1=NN2C(C=C(C=C2)C=2N(N=CC2OC[C@@H]2N(CC2)C)C)=C1 N,4-dimethyl-6-[[5-[2-methyl-4-[[(2R)-1-methylazetidin-2-yl]methoxy]pyrazol-3-yl]pyrazolo[1,5-a]pyridin-2-yl]amino]pyrimidine-2-carboxamide